(3R)-1-(1-(8-(3-chloro-2-methylphenylamino)-1,7-naphthyridin-3-yl)ethyl)pyrrolidin-3-ol ClC=1C(=C(C=CC1)NC=1N=CC=C2C=C(C=NC12)C(C)N1C[C@@H](CC1)O)C